chromium oxyiodide O(I)I.[Cr]